3-methyl-5-(N-(2-fluoro-3-methylphenylethyl)sulfamoyl)benzofuran-2-carboxylic acid CC1=C(OC2=C1C=C(C=C2)S(NCCC2=C(C(=CC=C2)C)F)(=O)=O)C(=O)O